NC1=NC=CC=C1C1=NC=2C(=NC(=CC2)C2=CC=CC=C2)N1C1=CC=C(CNC(CC2=CC(=C(C=C2)C=O)O)=O)C=C1 N-(4-(2-(2-aminopyridin-3-yl)-5-phenyl-3H-imidazo[4,5-b]pyridin-3-yl)benzyl)-2-(4-formyl-3-hydroxyphenyl)acetamide